6-(2-aminothiazolo[4,5-b]pyrazin-6-yl)-3-cyanopyridine NC=1SC=2C(=NC=C(N2)C2=CC=C(C=N2)C#N)N1